NC1=NNC2=CC=C(C(=C12)C1=C(C=C2C(=NC(=NC2=C1F)N1CC(C1)N(C)C)N1C[C@@H](N([C@@H](C1)C)C(C=C)=O)C)Cl)C 1-((2S,6R)-4-(7-(3-amino-5-methyl-1H-indazol-4-yl)-6-chloro-2-(3-(dimethylamino)azetidin-1-yl)-8-fluoroquinazolin-4-yl)-2,6-dimethylpiperazin-1-yl)prop-2-en-1-one